2,7-dibromo-9,9-di(dodecyl)fluorene BrC1=CC=2C(C3=CC(=CC=C3C2C=C1)Br)(CCCCCCCCCCCC)CCCCCCCCCCCC